2-((2-chloropyrrolo[2,1-f][1,2,4]triazin-4-yl)amino)thiazole-5-carboxylic acid ClC1=NN2C(C(=N1)NC=1SC(=CN1)C(=O)O)=CC=C2